4-amino-2-ethylbenzoic acid NC1=CC(=C(C(=O)O)C=C1)CC